N1CC(C1)C1CCN(CC1)C1=C(C=C(NC2C(NC(CC2)=O)=O)C=C1)F 3-[4-[4-(azetidin-3-yl)-1-piperidyl]-3-fluoro-anilino]piperidine-2,6-dione